SC1=NN=NN1[C@H]([C@@H](C)O)C (2R,3S)-3-(5-sulfanyltetrazol-1-yl)butan-2-ol